2-isobutyl-2H-tetrazol C(C(C)C)N1N=CN=N1